ClC=1C=NN(C1C1=NN2C(N(C(CC2)=O)CC2=CC(=C(C=C2)C=2C=3N(C=CN2)C=C(N3)C)Cl)=C1)C(C)C 2-(4-chloro-1-isopropyl-1H-pyrazol-5-yl)-4-(3-chloro-4-(2-methylimidazo[1,2-a]pyrazin-8-yl)benzyl)-6,7-dihydropyrazolo[1,5-a]pyrimidin-5(4H)-one